C(C)C1=NN=C(S1)C1=CC=C(C=N1)C(=O)N([C@H]1CNCCC1)C1=NC=CC2=CC=CC(=C12)C 6-(5-ethyl-1,3,4-thiadiazol-2-yl)-N-(8-methyl-1-isoquinolyl)-N-[(3R)-3-piperidyl]pyridine-3-carboxamide